FC(C(=O)[O-])(F)F.FC(C(=O)[O-])(F)F.COC(CC=1C=[N+](C=CC1)CC1=CC=C(C=C1)C[N+](C)(C)C)=O [4-[[3-(2-methoxy-2-oxoethyl)pyridin-1-ium-1-yl]methyl]phenyl]methyltrimethyl-ammonium bistrifluoroacetate